3-(O-tolyloxymethyl)-1H-1,2,4-triazol-5(4H)-one C1(=C(C=CC=C1)OCC1=NNC(N1)=O)C